S1C(=NC2=C1C=CC=C2)NC(C(=C)C)=O N-(1,3-benzothiazol-2-yl)-2-methylacrylamide